N1N=NN=C1C1=C(C=CC=C1)C1=CC2=C(OCCCC2C2=CC=CC=C2)C(=C1)NC1=C(C=C(C=C1)Cl)F 7-(2-(1H-tetrazol-5-yl)phenyl)-N-(4-chloro-2-fluorophenyl)-5-phenyl-2,3,4,5-tetrahydrobenzo[b]oxepin-9-amine